2,4-dicarboxy-phenyldiphenylphosphine oxide C(=O)(O)C1=C(C=CC(=C1)C(=O)O)P(C1=CC=CC=C1)(C1=CC=CC=C1)=O